6-hydroxy-2-(1H-imidazol-1-yl)-N-(4-methoxycyclohexyl)pyrimidine-4-carboxamide OC1=CC(=NC(=N1)N1C=NC=C1)C(=O)NC1CCC(CC1)OC